6-ethoxy-4-(6-(piperazin-1-yl)pyridin-3-yl)pyrazolo[1,5-a]pyridine-3-carbonitrile dihydrochloride Cl.Cl.C(C)OC=1C=C(C=2N(C1)N=CC2C#N)C=2C=NC(=CC2)N2CCNCC2